racem-8-chloro-1-[trans-4-(pyridin-2-yloxy)cyclohexyl]-5,6-dihydro-4H-[1,2,4]triazolo[4,3-a][1]benzazepin-5-ol ClC=1C=CC2=C(C[C@H](CC=3N2C(=NN3)[C@@H]3CC[C@H](CC3)OC3=NC=CC=C3)O)C1 |&1:7|